tert-butyl (E)-4-(pyridin-2-yl)-4-styrylpiperidine-1-carboxylate N1=C(C=CC=C1)C1(CCN(CC1)C(=O)OC(C)(C)C)\C=C\C1=CC=CC=C1